1-(5-bromo-2-methoxyphenyl)-N,N-dimethylamine BrC=1C=CC(=C(C1)CNC)OC